3-(CYCLOBUTYL)THIOPHENE-2-BORONIC ACID C1(CCC1)C1=C(SC=C1)B(O)O